ClC1=NC2=CC=C(C=C2N=C1N1N=C(N=C1N)NC1=CC(=C(C=C1)N1CCC(CC1)N1CCCC1)F)OC 1-(2-chloro-6-methoxy-quinoxalin-3-yl)-N3-(3-fluoro-4-(4-(pyrrolidin-1-yl)piperidin-1-yl)phenyl)-1H-1,2,4-triazole-3,5-diamine